FC(C(O)C1=C(C=CC(=C1)C=O)C1=CC=CC=C1)(F)F (2,2,2-trifluoro-1-hydroxyethyl)-[1,1'-biphenyl]-4-Formaldehyde